2-(Tert-butyl) 3-ethyl (1S,3S,5R)-5-((3-(dimethylamino)propoxy)methyl)-2-azabicyclo[3.1.0]hexane-2,3-dicarboxylate CN(CCCOC[C@@]12C[C@H](N([C@H]2C1)C(=O)OC(C)(C)C)C(=O)OCC)C